(3aR,6aS)-2-((2-chloro-6-methoxypyridin-3-yl)sulfonyl)-5-(tetrahydro-2H-pyran-4-yl)octahydropyrrolo[3,4-C]pyrrole ClC1=NC(=CC=C1S(=O)(=O)N1C[C@@H]2CN(C[C@@H]2C1)C1CCOCC1)OC